C1CCCCC1.[Si].[Si].[Si].[Si] tetrasilicon cyclohexane